C1(CC1)C=1C=C(C=2N(C1)C=C(N2)CN2C(C1=CC=CC=C1C2=O)=O)N2C(C1CC1C2)=O 2-((6-cyclopropyl-8-(2-oxo-3-azabicyclo[3.1.0]hexan-3-yl)imidazo[1,2-a]pyridin-2-yl)methyl)isoindoline-1,3-dione